(3-aminophenyl)-(3-hydroxyazetidin-1-yl)methanone NC=1C=C(C=CC1)C(=O)N1CC(C1)O